N-((1s,3s)-3-((5-(imidazo[1,2-a]pyrimidin-6-yl)-4-methoxypyrrolo[2,1-f][1,2,4]triazin-2-yl)amino)-1-methylcyclobutyl)acetamide N=1C=CN2C1N=CC(=C2)C=2C=CN1N=C(N=C(C12)OC)NC1CC(C1)(C)NC(C)=O